C(C)(C)(C)NC(=O)C1=NC=CC(=C1)NC(CC1=C(C(=CC(=C1)Cl)C(C)C)OC)=O N-tert-butyl-4-[[2-(5-chloro-3-isopropyl-2-methoxy-phenyl)acetyl]amino]pyridine-2-carboxamide